C1(=NC=CC2=CC=CC=C12)N(C(C1=CC=C(C=C1)C=1C=NN2C1N=CC=C2)=O)[C@H]2CNCCC2 (R)-N-(isoquinolin-1-yl)-N-(piperidin-3-yl)-4-(pyrazolo[1,5-a]pyrimidin-3-yl)benzamide